(S)-2-((2-((S)-4-(difluoromethyl)-2-carbonyloxazolidin-3-yl)-5,6-dihydroimidazo[1,2-d]pyrido[2,3-f][1,4]oxazepin-9-yl)amino)propionamide FC([C@H]1N(C(OC1)=C=O)C=1N=C2N(CCOC3=C2N=CC(=C3)N[C@H](C(=O)N)C)C1)F